Dibromsilan Br[SiH2]Br